(((3aR,4R,6R,6aS)-2,2-dimethyl-6-(7,8,9,10-tetrahydro-2,3,5,6-tetraazacycloocta[cd]inden-2(6H)-yl)tetrahydro-4H-cyclopenta[d][1,3]dioxol-4-yl)methyl)carbamate CC1(O[C@H]2[C@@H](O1)[C@@H](C[C@@H]2CNC([O-])=O)N2C=C1C=3C(=NC=NC23)NCCCC1)C